6-butyl-2-(4-fluorophenyl)-6H-imidazo[1',2':1,6]Pyrido[3,4-b]Indole C(CCC)N1C=2C(C=3C=CC=CC13)=CC=1N(C2)C=C(N1)C1=CC=C(C=C1)F